ClC1=CC=CC=2N1N=CN2 5-chloro-[1,2,4]triazolo[1,5-a]pyridine